[Si](C1=CC=CC=C1)(C1=CC=CC=C1)(C(C)(C)C)OC[C@H]1[C@](C1)(F)CO |r| rac-((1S,2S)-2-(((tert-butyldiphenylsilyl)oxy)methyl)-1-fluorocyclopropyl)methanol